ClC1=CC2=C(C(C3=C(N(S2)C)C=CC=C3)NCCCCCCC(=O)O)C=C1 7-[(3-chloro-6,11-dihydro-6-methyldibenzo[c,f][1,2]-thiazepin-11-yl)-amino]heptanoic acid